((E)-4-(4-methylpiperazin-1-yl)-4-oxobut-2-en-1-yl)carbamic acid tert-butyl ester C(C)(C)(C)OC(NC\C=C\C(=O)N1CCN(CC1)C)=O